(Z)-7-chloro-2-(3'-(2-fluoro-2-(4-formyl-3-methoxyphenyl)vinyl)-2,2'-dimethyl-[1,1'-biphenyl]-3-yl)benzo[d]oxazole-5-carbaldehyde ClC1=CC(=CC=2N=C(OC21)C=2C(=C(C=CC2)C2=C(C(=CC=C2)\C=C(\C2=CC(=C(C=C2)C=O)OC)/F)C)C)C=O